(S)-N-(5-(2-(2-aminopyridin-3-yl)-5-(1H-pyrazol-1-yl)-3H-imidazo[4,5-b]pyridin-3-yl)-2,3-dihydro-1H-inden-1-yl)benzamide NC1=NC=CC=C1C1=NC=2C(=NC(=CC2)N2N=CC=C2)N1C=1C=C2CC[C@@H](C2=CC1)NC(C1=CC=CC=C1)=O